FC=1C(=C(C=CC1N)NC1=NC(=CC=C1[N+](=O)[O-])C1=CC=CC=C1)C 3-fluoro-2-methyl-N1-(3-nitro-6-phenylpyridin-2-yl)benzene-1,4-diamine